COC1=CC2=C(OPOC3=C2C=C(C=C3)OC)C=C1 2,10-dimethoxydibenzo[d,f][1,3,2]Dioxaphosphepine